ethyl (6R)-6-[4-[3-(1-methylpyrazol-4-yl)-2-pyridyl]piperazin-1-yl]-2-azaspiro[3.4]octane-2-carboxylate CN1N=CC(=C1)C=1C(=NC=CC1)N1CCN(CC1)[C@H]1CC2(CN(C2)C(=O)OCC)CC1